benzyl ((7-hydroxy-2-(methoxymethyl)spiro[3.5]nonan-2-yl)methyl)carbamate OC1CCC2(CC(C2)(COC)CNC(OCC2=CC=CC=C2)=O)CC1